(11β)-11,17-Dihydroxyl-21-{[4-O-(β-D-galactopyranosyl)-D-fructofuranosyl]oxy}pregna-4-en-3,20-dion O[C@@H]1[C@@H]2[C@]3(CCC(C=C3CC[C@H]2[C@@H]2CC[C@](C(COC3(CO)[C@@H](O)[C@H](O[C@H]4[C@H](O)[C@@H](O)[C@@H](O)[C@H](O4)CO)[C@H](O3)CO)=O)([C@]2(C1)C)O)=O)C